FC1(CCC(CC1)=O)F 4,4-difluoro-cyclohexanone